N-(2,2-difluoroethyl)-5-fluoro-2-(3-methyl-6-{1-[(1S,3S,4R)-5-methylene-2-azabicyclo[2.2.2]octane-3-carbonyl]azetidin-3-yl}imidazo[1,5-a]pyridin-8-yl)-N-(isopropyl)benzamide FC(CN(C(C1=C(C=CC(=C1)F)C=1C=2N(C=C(C1)C1CN(C1)C(=O)[C@H]1N[C@@H]3CC([C@H]1CC3)=C)C(=NC2)C)=O)C(C)C)F